Ethyl 10-oxo-1,2,3,4,7,8,9,10-octahydropyrazolo[1,5-a:4,3-c']dipyridine-9-carboxylate hydrochloride Cl.O=C1C=2N(CCC1C(=O)OCC)N=C1C2CNCC1